5,5,5-trifluoro-N-[(4-methoxy-1H-indol-2-yl)carbonyl]-L-norvaline benzyl ester C(C1=CC=CC=C1)OC([C@@H](NC(=O)C=1NC2=CC=CC(=C2C1)OC)CCC(F)(F)F)=O